N-(5,6-difluoro-1H-indol-3-yl)-N'-[(1S)-1-[5-(trifluoromethyl)pyridin-2-yl]ethyl]ethanediamide FC=1C=C2C(=CNC2=CC1F)NC(C(=O)N[C@@H](C)C1=NC=C(C=C1)C(F)(F)F)=O